6-chloro-5-(4-fluoro-2-isopropoxy-phenyl)pyrazin-2-amine ClC1=C(N=CC(=N1)N)C1=C(C=C(C=C1)F)OC(C)C